O[C@@]1(CN(CCC1)C1=NC2=CC=CC=C2C=N1)C ((S)-3-hydroxy-3-methylpiperidin-1-yl)quinazolin